zinc dimelamine pyrophosphate [O-]P([O-])(=O)OP(=O)([O-])[O-].N1=C(N)N=C(N)N=C1N.N1=C(N)N=C(N)N=C1N.[Zn+2].[Zn+2]